tert-butyl {[(1r,4r)-4-hydroxycyclohexyl]methyl}carbamate OC1CCC(CC1)CNC(OC(C)(C)C)=O